FC1(CCC(CC1)N1N=CC2=C1N=C(NC2=O)SC(C)C=2OC1=C(N2)C=CC(=C1)C)F 1-(4,4-difluorocyclohexyl)-6-((1-(6-methylbenzo[d]oxazol-2-yl)ethyl)thio)-1,5-dihydro-4H-pyrazolo[3,4-d]pyrimidin-4-one